Dimethyl 3-benzyl-2,3,4,5-tetrahydro-1H-benzo[d]azepine-7,8-dicarboxylate C(C1=CC=CC=C1)N1CCC2=C(CC1)C=C(C(=C2)C(=O)OC)C(=O)OC